C12CCC(CC1)N2C2=NC(=CC1=C2N=C(N=C1)NC1=NC=2CCN(CC2C=C1)C(CN1CC(CC1)O)=O)C1COC1 1-[2-[[8-(7-azabicyclo[2.2.1]heptan-7-yl)-6-(oxetan-3-yl)pyrido[3,4-d]pyrimidin-2-yl]amino]-7,8-dihydro-5H-1,6-naphthyridin-6-yl]-2-(3-hydroxypyrrolidin-1-yl)ethanone